2-[4-({2-[(3S)-3-methylmorpholin-4-yl]ethyl}amino)phthalazin-1-yl]-5-(trifluoromethyl)phenol C[C@@H]1N(CCOC1)CCNC1=NN=C(C2=CC=CC=C12)C1=C(C=C(C=C1)C(F)(F)F)O